2-((3-chloro-5-methylbenzyl)amino)-1-(2,5-dimethoxyphenyl)ethan-1-ol ClC=1C=C(CNCC(O)C2=C(C=CC(=C2)OC)OC)C=C(C1)C